SC(CCC(=O)OCC(COC(CCC(C)S)=O)(COC(CCC(C)S)=O)COC(CCC(C)S)=O)C pentaerythritol tetra(4-mercaptovalerate)